N,N-dimethylaminopropyl-isoselenourea CNN(C([SeH])=NCCC)NC